BrCC1=C(C=C(C=C1)Cl)C(C)C 1-(bromomethyl)-2-isopropyl-4-chlorobenzene